NC1=C(C(=NN1CCC1=C(C=CC(=C1)OC)Br)C1=CC=C(C=C1)OC1=CC=CC=C1)C#N 5-amino-1-(2-bromo-5-methoxyphenethyl)-3-(4-phenoxyphenyl)-1H-pyrazole-4-carbonitrile